C(#N)C(C)(C)C1=CC=C(C=N1)C=1N=C2SCC(CN2C(C1C#N)=O)C 8-[6-(1-cyano-1-methylethyl)pyridin-3-yl]-3-methyl-6-oxo-2H,3H,4H,6H-pyrimido[2,1-b][1,3]thiazine-7-carbonitrile